ClC1=CC(=C(C(=O)OC)C=C1F)C=1N(C(=C(C1)C(=O)NC1=CC=C(C=C1)C#N)C)C Methyl 4-chloro-2-(4-{[(4-cyanophenyl)amino]carbonyl}-1,5-dimethyl-1H-pyrrol-2-yl)-5-fluorobenzoate